FC1=C(C(=CC(=C1)OCCN1CC(C1)CF)F)[C@H]1N([C@@H](CC2=C1NC1=CC=CC=C21)C)C([C@@H](CF)C)=O (S)-1-((1R,3R)-1-(2,6-difluoro-4-(2-(3-(fluoromethyl)azetidin-1-yl)ethoxy)phenyl)-3-methyl-1,3,4,9-tetrahydro-2H-pyrido[3,4-b]indol-2-yl)-3-fluoro-2-methylpropan-1-one